C(=O)(O)C1=CC=CC(=N1)N(CC)C 2-[{6-(carboxy)-pyridin-2-yl}-methylamino]ethane